1,4-bis(methoxymethyl)cyclohexene Diethyl-1-{2-[3-chloro-4-(trifluoromethyl)phenyl]-2-oxoethyl}-4-cyclopropyl-1H-pyrazole-3,5-dicarboxylate C(C)OC(=O)C1=NN(C(=C1C1CC1)C(=O)OCC)CC(=O)C1=CC(=C(C=C1)C(F)(F)F)Cl.COCC1=CCC(CC1)COC